ClC1=NC=C(C(=C1)N1[C@@H](CN(CC1)CC[C@@H]1CC[C@H](CC1)NC(=O)C=1OC=CN1)C)Cl N-(trans-4-(2-((R)-4-(2,5-dichloropyridin-4-yl)-3-methylpiperazin-1-yl)ethyl)cyclohexyl)oxazole-2-carboxamide